CN1N=C2C=CC=C(C2=C1)C1=NN(C2=C(C=CC=C12)C)C=1C=CC(=NC1)N1CC(N(CC1)CC(=O)OC)=O methyl 2-[4-(5-{2',7-dimethyl-1H,2'H-[3,4'-biindazol]-1-yl}pyridin-2-yl)-2-oxopiperazin-1-yl]acetate